Methylbutenenitrile CC(C#N)=CC